methyl-tertiary butyl alcohol CCC(C)(C)O